(R)-4-(7-(4-Bromo-3-chlorobenzoyl)-2-(isopropylamino)-6-methyl-4-oxo-5,6,7,8-tetrahydropyrido[3,4-d]pyrimidin-3(4H)-yl)-N-methylbenzamide BrC1=C(C=C(C(=O)N2CC=3N=C(N(C(C3C[C@H]2C)=O)C2=CC=C(C(=O)NC)C=C2)NC(C)C)C=C1)Cl